COCC1OC(OC1)C1=CC=CC=C1 4-(1-methoxymethyl)-2-phenyl-1,3-dioxolane